C(C)N(C(CNS(=O)(=O)C1=CC=C(C=C1)NC=1C=2N(C=CN1)C(=CN2)C2=CC=C(C=C2)OC)=O)CC N,N-diethyl-2-(4-((3-(4-methoxyphenyl)imidazo[1,2-a]pyrazin-8-yl)amino)phenylsulfonamido)acetamide